(cis)-4-amino-1-methylcyclohexan-1-ol NC1CCC(CC1)(O)C